α-propyl-glycine C(CC)C(N)C(=O)O